methyl-isopropyl-dichlorosilane C[Si](Cl)(Cl)C(C)C